4-cyclopropoxy-N-(2,6-dichlorophenyl)-2-((3-methyl-4-(1-methylpiperidin-4-yl)phenyl)amino)pyrimidine-5-carboxamide C1(CC1)OC1=NC(=NC=C1C(=O)NC1=C(C=CC=C1Cl)Cl)NC1=CC(=C(C=C1)C1CCN(CC1)C)C